6-(((4-cyano-2-fluorobenzyl)oxy)pyridin-2-yl)-3-oxopiperazine-1-carboxylate C(#N)C1=CC(=C(COC=2C(=NC=CC2)C2CNC(CN2C(=O)[O-])=O)C=C1)F